N,N-diethyl-anilinium tetrakis(3,5-ditrifluoromethylphenyl)borate FC(C=1C=C(C=C(C1)C(F)(F)F)[B-](C1=CC(=CC(=C1)C(F)(F)F)C(F)(F)F)(C1=CC(=CC(=C1)C(F)(F)F)C(F)(F)F)C1=CC(=CC(=C1)C(F)(F)F)C(F)(F)F)(F)F.C(C)[NH+](C1=CC=CC=C1)CC